(R)-2-((tert-butyldimethylsilyl)oxy)propanal [Si](C)(C)(C(C)(C)C)O[C@@H](C=O)C